N-(3-chloro-5-methanesulfonamidophenyl)-5-phenylthiophene-3-carboxamide ClC=1C=C(C=C(C1)NS(=O)(=O)C)NC(=O)C1=CSC(=C1)C1=CC=CC=C1